[4-(3-cyanophenyl)-5-(6-methyl-1H-pyrazolo[3,4-b]pyridin-4-yl)thiazol-2-yl]-2-oxa-6-azaspiro[3.3]heptane-6-carboxamide C(#N)C=1C=C(C=CC1)C=1N=C(SC1C1=C2C(=NC(=C1)C)NN=C2)C2OCC21CN(C1)C(=O)N